ClC=1C(N(C(=CC1OC([2H])([2H])C1=NC=C(C=C1F)F)C)C1=CC(=NC=C1Cl)N1C(C(=CC=C1)C(C)(C)NC(C)=O)=C=O)=C=O N-(2-(3'',5'-dichloro-4''-((3,5-difluoropyridin-2-yl)methoxy-d2)-6''-methyl-2,2''-dicarbonyl-2H,2''H-[1,2':4',1''-terpyridin]-3-yl)propan-2-yl)acetamide